C(C)OC(=O)N1C2CN(CC1CC2)CC2=C(N=C1N2C=CC=N1)C1=CC=C(C=C1)Cl.N[C@@H]1C[N+](C[C@H]1N)(C)C (3R,4R)-3,4-trans-diamino-1,1-dimethyl-pyrrolidinium ethyl-3-{[2-(4-chlorophenyl)imidazo[1,2-a]pyrimidin-3-yl]methyl}-3,8-diazabicyclo[3.2.1]octane-8-carboxylate